N-(2,4-dimethoxybenzyl)-7-((trimethylsilyl)ethynyl)thieno[3,2-d]pyrimidin-4-amine COC1=C(CNC=2C3=C(N=CN2)C(=CS3)C#C[Si](C)(C)C)C=CC(=C1)OC